COC(C1=CC=C(C=C1)N1CCC2(CC(C2)N2C(CN(CC2)CC2=CC=C(C=C2)OC)C2=C(C=CC=C2)C(C)C)CC1)=O 4-(2-(2-(2-isopropylphenyl)-4-(4-methoxybenzyl)piperazin-1-yl)-7-azaspiro[3.5]nonan-7-yl)benzoic acid methyl ester